(4R)-methyl 4-((8R,9aS)-8-((tert-butoxycarbonyl)amino)-1-oxo-5-phenethylhexahydro-1H-pyrrolo[1,2-a][1,4]diazepin-2(3H)-yl)-5-((3,4-dichlorobenzyl)amino)-5-oxopentanimidothioate C(C)(C)(C)OC(=O)N[C@@H]1C[C@@H]2N(C(CCN(C2=O)[C@H](CCC(=N)SC)C(=O)NCC2=CC(=C(C=C2)Cl)Cl)CCC2=CC=CC=C2)C1